C(C(C)C)(=O)N1CC2(CC2)C(C1CC=1C(=C(C=CC1)C1=CC(=CC(=C1)F)F)F)NS(=O)(=O)C N-(5-isobutyryl-6-((2,3',5'-trifluoro-[1,1'-biphenyl]-3-yl)methyl)-5-azaspiro[2.4]heptan-7-yl)methanesulfonamide